5-Fluoro-7-(((cis)-2-hydroxycyclopentyl)methoxy)-2-(((tetrahydro-2H-pyran-4-yl)thio)methyl)quinazolin-4(3H)-one FC1=C2C(NC(=NC2=CC(=C1)OC[C@H]1[C@H](CCC1)O)CSC1CCOCC1)=O